(1s,3s)-3-(quinolin-8-yl)cyclobutyl ((2-(2,6-dioxopiperidin-3-yl)-3-oxoisoindolin-5-yl)methyl)carbamate O=C1NC(CC[C@@H]1N1CC2=CC=C(C=C2C1=O)CNC(OC1CC(C1)C=1C=CC=C2C=CC=NC12)=O)=O